3-bromo-1-methyl-7-azaindole BrC1=CN(C2=NC=CC=C12)C